2-(6-(4-nitrophenyl)pyridin-3-yl)ethan-1-ol [N+](=O)([O-])C1=CC=C(C=C1)C1=CC=C(C=N1)CCO